C(C)OC(=C)C1=CC=CC=2C=C(OC21)F 7-(1-ethoxyvinyl)-2-fluoro-1-benzofuran